OC=1C=CC2=C(N(C(O2)=O)CC2=CC(=CC=C2)OC)C1 5-hydroxy-3-(3-methoxybenzyl)benzoxazol-2-one